2-ethoxyphenyl 2-methylbenzoate CC1=C(C(=O)OC2=C(C=CC=C2)OCC)C=CC=C1